(1-fluoro-1-(piperidin-4-yl)ethanesulfonyl)-2-methoxypyridine hydrochloride Cl.FC(C)(S(=O)(=O)C=1C(=NC=CC1)OC)C1CCNCC1